NC1=CC=C(C=C1)N1CCC(CC1)C1=CC=C(OCCN2[C@@H](C(C(CC2)C)=O)C)C=C1 (2R)-1-{2-[4-(1-(4-aminophenyl)piperidin-4-yl)phenoxy]ethyl}-2,4-dimethylpiperidin-3-one